F[C@H]1C[C@H](N(C1)C(CN1CCC(CC1)N(C=1C=C2C=CC=NC2=CC1)C)=O)C#N (2S,4S)-4-fluoro-1-[2-[4-[methyl-(6-quinolinyl)amino]-1-piperidinyl]acetyl]pyrrolidine-2-carbonitrile